COC(=O)C1=NC=C(C(=C1)C=1OC2=C(N1)C=C(C=C2)NC(=O)OC(C)(C)C)F 4-(5-((tert-butoxycarbonyl)amino)benzo[D]oxazol-2-yl)-5-fluoropyridinecarboxylic acid methyl ester